CC1=CC=C(C=C1)S(=O)(=O)OCCOCCNC1=C2C(N(C(C2=CC=C1)=O)C1C(NC(CC1)=O)=O)=O 2-(2-((2-(2,6-dioxopiperidin-3-yl)-1,3-dioxoisoindolin-4-yl)amino)ethoxy)ethyl 4-methylbenzenesulfonate